N-(2-((Dimethylamino)methyl)quinolin-8-yl)-2,4-dimethylthiazole-5-sulfonamide CN(C)CC1=NC2=C(C=CC=C2C=C1)NS(=O)(=O)C1=C(N=C(S1)C)C